(12aR)-9-bromo-7-[2-(dimethylamino)ethoxy]-10-fluoro-6-oxo-3,4,12,12a-tetrahydro-6H-pyrazino[2,1-c][1,4]benzoxazepine-2(1H)-carboxylic acid tert-butyl ester C(C)(C)(C)OC(=O)N1C[C@@H]2COC3=C(C(N2CC1)=O)C(=CC(=C3F)Br)OCCN(C)C